NC1=NC(=C(C2=C1N=C(N2CC(CO)(CO)CC)COCC)C)C 2-((4-amino-2-(ethoxymethyl)-6,7-dimethyl-1H-imidazo[4,5-c]pyridin-1-yl)methyl)-2-ethylpropane-1,3-diol